4-(2-amino-1H-benzo[d]imidazol-6-yl)benzamide NC1=NC2=C(N1)C=C(C=C2)C2=CC=C(C(=O)N)C=C2